3-(3-methoxy-1H-pyrazol-1-yl)azetidine-1-carboxylic acid tert-butyl ester C(C)(C)(C)OC(=O)N1CC(C1)N1N=C(C=C1)OC